ClC=1C(=NC(=NC1)NC1=C(C=C2CCN(CC2=C1)C)OC)N1CC(C2=CC(=CC=C12)F)(C)CC(=O)O 2-(1-(5-chloro-2-((6-methoxy-2-methyl-1,2,3,4-tetrahydroisoquinolin-7-yl)amino)pyrimidin-4-yl)-5-fluoro-3-methylindolin-3-yl)acetic acid